4-((trans)-4-(difluoromethoxy)piperidin-2-yl)benzoic acid methyl ester COC(C1=CC=C(C=C1)[C@@H]1NCC[C@H](C1)OC(F)F)=O